FC([C@H](C)NC=1N=CC2=C(N1)NC=C2C2=CC1=C(C(NCCO1)=O)C=C2)(F)F (S)-8-(2-((1,1,1-trifluoropropan-2-yl)amino)-7H-pyrrolo[2,3-d]pyrimidin-5-yl)-3,4-dihydrobenzo[f][1,4]oxazepin-5(2H)-one